Cl.C(C)OC(C[C@@H]1CNCC1)=O (R)-2-(pyrrolidin-3-yl)acetic acid ethyl ester hydrochloride